(S)-4-[(tert-butyldiphenylsilyl)oxy]oxolan-3-one [Si](C1=CC=CC=C1)(C1=CC=CC=C1)(C(C)(C)C)O[C@@H]1C(COC1)=O